(rac)-((1S,2R,4R)-2-((tert-butyldiphenylsilyl)methyl)-2-(4-(trimethylsilyl)but-3-yn-1-yl)bicyclo[2.1.1]hexan-1-yl)(naphthalen-2-yl)methanone [Si](C1=CC=CC=C1)(C1=CC=CC=C1)(C(C)(C)C)C[C@]1(C2(CC(C1)C2)C(=O)C2=CC1=CC=CC=C1C=C2)CCC#C[Si](C)(C)C |r|